CC1=NOC(=C1C1=CC=C(C[N+]2=NOC(=C2)[N-]C(NC2=CC(=NC=C2)C(F)(F)F)=O)C=C1)C (3-(4-(3,5-dimethylisoxazol-4-yl)benzyl)-1,2,3-oxadiazol-3-ium-5-yl)((2-(trifluoromethyl)pyridin-4-yl)carbamoyl)amide